4-amino-6-chloro-1,3-benzenedisulfonic acid amide NC1=C(C=C(C(=C1)Cl)S(=O)(=O)N)S(=O)(=O)O